2-[6-(1-ethylazetidin-3-yl)pyridazin-3-yl]-5-(2-methyl-2H-indazol-5-yl)phenol trifluoroacetate FC(C(=O)O)(F)F.C(C)N1CC(C1)C1=CC=C(N=N1)C1=C(C=C(C=C1)C1=CC2=CN(N=C2C=C1)C)O